C[C@@](CO)(CCCCCCC)O (S)-2-methylnonane-1,2-diol